C(C1=CC=CC=C1)N1CCC(CC1)(C(=O)OCC)N1N=C(C=C1)C ethyl 1-benzyl-4-(3-methyl-1H-pyrazol-1-yl)piperidine-4-carboxylate